C(C)N(C=1N=CC(=NC1)C1=C(C=C(C=C1)C=1C=NNC1)O)[C@@H]1[C@@H]([C@H]2CC[C@@H](C1)N2)F 2-(5-{ethyl[(1R,2R,3S,5S)-2-fluoro-8-azabicyclo[3.2.1]octan-3-yl]amino}pyrazin-2-yl)-5-(1H-pyrazol-4-yl)phenol